C(C)OC(=O)C1=CC=NC2=CC=C(C=C12)Br 6-Bromoquinoline-4-carboxylic acid ethyl ester